ClC=1C(=C(OC2CCC(CC2)NC(=O)C2=CC=C(N=N2)N2CCN(CC2)CC(=O)[O-])C=CC1C(C)(C)C)C#N 2-(4-(6-(((1r,4r)-4-(3-chloro-4-tert-Butyl cyanophenoxy)cyclohexyl)carbamoyl)pyridazin-3-yl)piperazin-1-yl)acetate